C(C1=CC=CC=C1)OC(=O)N1C[C@H](CC1)N1CCN(CC1)C(=O)OC(C)(C)C tert-butyl (S)-4-(1-((benzyloxy)carbonyl)pyrrolidin-3-yl)piperazine-1-carboxylate